C(C)(C)(C)C=1C=C2C=C(CC2=C(C1OC)C1=CC(=CC(=C1)C)C)C 5-tert-butyl-7-(3',5'-dimethylphenyl)-6-methoxy-2-methyl-1H-indene